S(=O)(=O)(C1=CC=C(C)C=C1)N1CC(CC1)N1C(=NC=2C1=C1C(=NC2)NC=C1)[C@@H](C)O (1R)-1-(1-(1-tosylpyrrolidin-3-yl)-1,6-dihydroimidazo[4,5-d]pyrrolo[2,3-b]pyridin-2-yl)ethan-1-ol